COC([O-])C.[La+3].CNCC(CC[Si](OC)(OC)OC)(C)C.COC([O-])C.COC([O-])C N-methyl-4-amino-3,3-dimethylbutyl-trimethoxysilane Lanthanum MethoxyEthoxide